CC1=CC=C(C(=O)O[C@@H]2[C@H](O[C@H](C2)N2C=C(C3=C2N=CN=C3NCC3=C(C=C(C=C3)OC)OC)Br)COC(C3=CC=C(C=C3)C)=O)C=C1 (2R,3s,5R)-5-(5-bromo-4-((2,4-dimethoxybenzyl)amino)-7H-pyrrolo[2,3-d]pyrimidin-7-yl)-2-(((4-methylbenzoyl)oxy)methyl)tetrahydrofuran-3-yl 4-methylbenzoate